tert-butyl (7-(2-(4-((5-(((5-(tert-butyl)oxazol-2-yl)methyl)thio)thiazol-2-yl)carbamoyl)piperidin-1-yl)acetamido)heptyl)carbamate C(C)(C)(C)C1=CN=C(O1)CSC1=CN=C(S1)NC(=O)C1CCN(CC1)CC(=O)NCCCCCCCNC(OC(C)(C)C)=O